N-(5-(1-(3-((3,3-difluoroazetidin-1-yl)sulfonyl)-4-fluorophenyl)-1H-1,2,3-triazol-4-yl)-6-(6-azaspiro[2.5]octan-6-yl)pyridin-2-yl)-2-hydroxyethane-1-sulfonamide FC1(CN(C1)S(=O)(=O)C=1C=C(C=CC1F)N1N=NC(=C1)C=1C=CC(=NC1N1CCC2(CC2)CC1)NS(=O)(=O)CCO)F